C(C1CS1)OCCOC1=C(C=C(C=C1)C1(C2=CC=CC=C2C=2C=CC=CC12)C1=CC(=C(C=C1)OCCOCC1CS1)C)C 9,9-bis{4-[2-(2,3-epithiopropoxy)ethoxy]-3-methylphenyl}fluorene